NC=1C=C(C=CC1)C1=NN(C(C2=CC=CC=C12)=O)CC1=CC=CC=C1 4-(3-aminophenyl)-2-benzylphthalazin-1(2H)-one